CC1=CC=C2C=CC(=C(C2=C1)N1C=C(C2=CC=CC=C12)C)O 7-Methyl-1-(3-methyl-1H-indol-1-yl)naphthalen-2-ol